(2R,4S)-1-benzyl-4-((tert-butyldimethylsilyl)oxy)pyrrolidine-2-carboxylic acid methyl ester COC(=O)[C@@H]1N(C[C@H](C1)O[Si](C)(C)C(C)(C)C)CC1=CC=CC=C1